FC(OC1=CC=C(C=N1)S(=O)(=O)C=1C=C2C=NN(C(C2=CC1)=O)CC=1C=NC(=CC1)OC)F 6-((6-(difluoromethoxy)pyridin-3-yl)sulfonyl)-2-((6-methoxypyridin-3-yl)methyl)phthalazin-1(2H)-one